C(CCCCCCC)(S)S octane-dithiol